1-trifluoromethylthio-2-phenyl-5-chloroindole FC(SN1C(=CC2=CC(=CC=C12)Cl)C1=CC=CC=C1)(F)F